C(C)(=O)C1=NC(=CC(=C1)N)C(C)=O 2,6-diacetylpyridine-4-amine